COC(OCOC)(OC)OC trimethoxymethylal